Pyrimidinate N1=C(N=CC=C1)C(=O)[O-]